NC1=NC(=C(C=2N1C(N(N2)C[C@@H]2CN(CCO2)C)=O)C2=CC(=NC(=C2)C)C)C2=CC=CC=C2 5-amino-8-(2,6-dimethyl-4-pyridinyl)-2-[[(2S)-4-methylmorpholin-2-yl]methyl]-7-phenyl-[1,2,4]triazolo[4,3-c]pyrimidin-3-one